N-[[6-(5-bicyclo[2.2.1]hept-2-enylmethyl)-6-azaspiro[2.5]octan-2-yl]methyl]-5-(1,3-dimethylpyrazol-4-yl)pyrazin-2-amine C12C=CC(C(C1)CN1CCC3(C(C3)CNC3=NC=C(N=C3)C=3C(=NN(C3)C)C)CC1)C2